3-(5-(4-fluorophenyl)-2-(p-tolyl)-1H-pyrrol-3-yl)-N-((3S,4R)-4-hydroxy-2-oxopyrrolidin-3-yl)propanamide FC1=CC=C(C=C1)C1=CC(=C(N1)C1=CC=C(C=C1)C)CCC(=O)N[C@@H]1C(NC[C@H]1O)=O